3-ethynylcyclobutan-1-amine C(#C)C1CC(C1)N